ethyl 3-(((tert-butyldiphenylsilyl) oxy) methyl)-1H-pyrazole-5-carboxylate [Si](C1=CC=CC=C1)(C1=CC=CC=C1)(C(C)(C)C)OCC1=NNC(=C1)C(=O)OCC